methyl (E)-3-(3,5-dichloro-4-methylphenyl)acrylate ClC=1C=C(C=C(C1C)Cl)/C=C/C(=O)OC